8-fluoro-6-(4-methoxy-2-((cis-4-methoxycyclohexyl)amino)pyrrolo[2,1-f][1,2,4]triazin-5-yl)-N-methylimidazo[1,2-a]pyridine-3-carboxamide FC=1C=2N(C=C(C1)C=1C=CN3N=C(N=C(C31)OC)N[C@@H]3CC[C@@H](CC3)OC)C(=CN2)C(=O)NC